(9S)-9-Hydroxy-5-methyl-12-(thiophen-2-yl)-4-thia-2,12-diazatricyclo[7.3.0.03,7]dodeca-1,3(7),5-trien-8-one O[C@@]12C(C=3C=C(SC3N=C2N(CC1)C=1SC=CC1)C)=O